(4S,5R)-2-(((2R,3R,4R,5R)-5-(6-amino-9H-purin-9-yl)-2-((bis(4-methoxyphenyl)(phenyl)methoxy)methyl)-4-fluorotetrahydrofuran-3-yl)oxy)-4,5-diphenyl-1,3,2-oxathiaphospholane 2-sulfide NC1=C2N=CN(C2=NC=N1)[C@H]1[C@@H]([C@@H]([C@H](O1)COC(C1=CC=CC=C1)(C1=CC=C(C=C1)OC)C1=CC=C(C=C1)OC)OP1(O[C@@H]([C@@H](S1)C1=CC=CC=C1)C1=CC=CC=C1)=S)F